1-(6-((2R,6S)-2,6-dimethylmorpholino)-2-methylpyridin-3-yl)cyclooctane-1,5-diamine C[C@H]1O[C@H](CN(C1)C1=CC=C(C(=N1)C)C1(CCCC(CCC1)N)N)C